FC=1C(N(C=C(C1)C1=NC(=NC(=C1)C)S(=O)(=O)CCC(C)OCC1=C(C=CC=C1)F)CC1=CC(=C(C=C1)OC)F)=O 3-fluoro-1-(3-fluoro-4-methoxybenzyl)-5-(2-((3-((2-fluorobenzyl)oxy)butyl)sulfonyl)-6-methylpyrimidin-4-yl)pyridin-2(1H)-one